ClC=1C=C(C=C(C1)OC)C=1C(=NN(C1C(=O)O)C=1SC(=C(N1)C1=CC=CC=C1)SC(C)C)C 4-(3-chloro-5-methoxyphenyl)-1-(5-(isopropylthio)-4-phenylthiazol-2-yl)-3-methyl-1H-pyrazole-5-carboxylic acid